C(#C)[C@@]1(C[C@H](O)[C@@H](CO)O1)N1C(=O)NC(=O)C=C1 ethynyl-deoxyuridine